NC=1N=C(C2=C(N1)N(C(C(=C2)C=2C=NC(=CC2)OC)=O)[C@@H]2CC[C@H](CC2)OCCO)C trans-2-amino-8-[4-(2-hydroxyethoxy)cyclohexyl]-6-(6-methoxypyridin-3-yl)-4-methylpyrido[2,3-d]pyrimidine-7(8H)-one